Ethylene glycidyl methacrylate methyl-acrylate COC(C=C)=O.C(C(=C)C)(=O)OCC1CO1.C=C